NC1=NC=NN2C1=C(C(=N2)C2=C(C=C(C=C2)NC(C(=C)F)=O)OC)C2=CC(=C(C(=O)NC1(CC1)C)C=C2)OC 4-(4-amino-6-(4-(2-fluoroacrylamido)-2-methoxyphenyl)pyrazolo[5,1-f][1,2,4]triazin-5-yl)-2-methoxy-N-(1-methylcyclopropyl)benzamide